O1C2=C(OCC1)C=C(C=C2)/C=C/C(=O)NCCOCCOCCNC([O-])=O (E)-(2-(2-(2-(3-(2,3-dihydrobenzo[b][1,4]dioxin-6-yl)acrylamido)ethoxy)ethoxy)ethyl)carbamate